N-(3-{[4-(benzyloxy)-2-(methylsulfanyl)phenyl]amino}phenyl)-3-cyclohexylpropionamide C(C1=CC=CC=C1)OC1=CC(=C(C=C1)NC=1C=C(C=CC1)NC(CCC1CCCCC1)=O)SC